trifluoromethyl-phenyl-hydroquinone FC(F)(F)C=1C(=C(O)C=CC1O)C1=CC=CC=C1